BrC1=CC=C(CC2=CC3=C(C(N2C)=O)C=NN3C3CCOCC3)C=C1 6-(4-bromobenzyl)-5-methyl-1-(tetrahydro-2H-pyran-4-yl)-1H-pyrazolo[4,3-c]pyridin-4(5H)-one